C(C1=CC=CC=C1)O[C@@H]1[C@]2(O[C@H]([C@@H]1OC2)N2C(NC=CC2=O)=O)CO 3-((1S,3R,4R,7S)-7-(benzyloxy)-1-(hydroxymethyl)-2,5-dioxabicyclo[2.2.1]heptan-3-yl)pyrimidine-2,4(1H,3H)-dione